[(E,1S)-1-methyl-3-methylsulfonyl-allyl]amine C[C@@H](\C=C\S(=O)(=O)C)N